2,3-di(oleoyl)propyltrimethylammonium C(CCCCCCC\C=C/CCCCCCCC)(=O)C(C[N+](C)(C)C)CC(CCCCCCC\C=C/CCCCCCCC)=O